5-bromo-4-(trifluoromethyl)-N-(1,1,1-trifluoropropan-2-yl)pyridin-2-amine BrC=1C(=CC(=NC1)NC(C(F)(F)F)C)C(F)(F)F